S(=O)(=O)(O)O.COC(=O)C1=NNC(=N1)N 5-amino-1H-1,2,4-triazole-3-carboxylic acid methyl ester sulfate